COC(=O)C1=NC2=C(C=C(C=C2C=C1)N1CC(NCC1)CO)F 8-fluoro-6-(3-(hydroxymethyl)piperazin-1-yl)quinoline-2-carboxylic acid methyl ester